N[C@H]1CN(C[C@H]1F)C1=CC=2C[C@@H]3N(CC2C=C1)[C@@H](CN(C3)C3=C1C=CC=NC1=C(C=C3)C#N)C 5-[(4R,11aS)-9-[(3S,4R)-3-Amino-4-fluoropyrrolidin-1-yl]-4-methyl-1,3,4,6,11,11a-hexahydropyrazino[1,2-b]isochinolin-2-yl]chinolin-8-carbonitril